NC1=NC=2C=CC(=CC2C2=C1COC2)C(=O)N2C[C@H](OC[C@H]2C2=NC=C(C=C2)C(F)(F)F)C (4-amino-1,3-dihydrofuro[3,4-c]quinolin-8-yl)-[(2R,5R)-2-methyl-5-[5-(trifluoromethyl)-2-pyridinyl]morpholin-4-yl]methanone